(R)-1-(7-((2-((1-ethyl-1H-pyrazol-4-yl)amino)-7H-pyrrolo[2,3-d]pyrimidin-4-yl)oxy)-5-azaspiro[2.4]heptane-5-yl)prop-2-en-1-one C(C)N1N=CC(=C1)NC=1N=C(C2=C(N1)NC=C2)O[C@H]2CN(CC21CC1)C(C=C)=O